Cl.C(CCCCCCCCCCCCCC)OC=1C=CC=C(C(=N)N)C1 5-pentadecyloxybenzamidine hydrochloride